ClC1=CC(=C(C=C1)C=1C2=C(N=C(N1)N1C[C@@H](O[C@@H](C1)C)C=1C=NN(C1)C1CC1)N=C(S2)N(C(C)=O)C)F N-[7-(4-chloro-2-fluoro-phenyl)-5-[(2S,6R)-2-(1-cyclopropylpyrazol-4-yl)-6-methyl-morpholin-4-yl]thiazolo[4,5-d]pyrimidin-2-yl]-N-methyl-acetamide